N1=C(C=CC=C1)CN.[Ni] nickel picolinamine